(2Z,4E,6Z,10E)-7,11,15-trimethylhexadeca-2,4,6,10,14-pentaen-1-yl methanesulfonate CS(=O)(=O)OC\C=C/C=C/C=C(\CC\C=C(\CCC=C(C)C)/C)/C